ClC1=CNC=2N=C(N=C(C21)NC2=C(C=CC=C2)P(C)(C)=O)NC=2C(=CC1=C(OC[C@@H]3N1CCN(C3)C3CC3)C2)OC (R)-(2-((5-chloro-2-((3-cyclopropyl-9-methoxy-1,2,3,4,4a,5-hexahydrobenzo[b]pyrazino[1,2-d][1,4]oxazin-8-yl)amino)-7H-pyrrolo[2,3-d]pyrimidin-4-yl)amino)phenyl)dimethylphosphine oxide